N-(cis-4-((5-(1-(1,3-Difluoropropan-2-yl)-1H-benzo[d][1,2,3]triazol-6-yl)-4-methoxypyrrolo[2,1-f][1,2,4]triazin-2-yl)amino)cyclohexyl)acetamide FCC(CF)N1N=NC2=C1C=C(C=C2)C=2C=CN1N=C(N=C(C12)OC)N[C@H]1CC[C@H](CC1)NC(C)=O